2-butyl-1-decyl phosphate dibutylamine salt C(CCC)NCCCC.P(=O)(OCC(CCCCCCCC)CCCC)(O)O